N=1N=CN2C=NC(=CC21)OC2=C(C=C(C=C2)NC2=NC=NC1=CC(=C(C=C21)N)OCC)C N4-(4-([1,2,4]triazolo[4,3-c]pyrimidin-7-yloxy)-3-methylphenyl)-7-ethoxyquinazolin-4,6-diamine